2-(4-(5-amino-1-(1-(but-2-ynoyl)piperidin-yl)imidazo[1,5-c]pyrimidin-3-yl)-2-fluorophenoxy)isonicotinonitrile NC1=NC=CC=2N1C(=NC2C2N(CCCC2)C(C#CC)=O)C2=CC(=C(OC=1C=C(C#N)C=CN1)C=C2)F